The molecule is a trihydroxyflavone that is flavone substituted by hydroxy groups at positions 5, 7 and 4', a 2-hydroxy-3-methylbut-3-en-1-yl group at position 3' and a prenyl group at position 5'. Isolated from Epimedium sagittatum, it exhibits inhibitory activity against platelet aggregation. It has a role as a metabolite and a platelet aggregation inhibitor. It is a trihydroxyflavone and a secondary alcohol. CC(=CCC1=C(C(=CC(=C1)C2=CC(=O)C3=C(C=C(C=C3O2)O)O)CC(C(=C)C)O)O)C